ClC1=C(C=C(C2=C1CC(O2)(C)C)C(=O)N)[N+](=O)[O-] 4-chloro-2,2-dimethyl-5-nitro-2,3-dihydrobenzofuran-7-carboxamide